N1(C=NC=C1)C1=CC=C(N=N1)C(=O)NC1=C(C(=O)OC)C=C(C(=C1)OCCC1=C(C=C(C(=C1)C(=O)OC)NC(=O)C=1C=CC=2N(N1)N=NN2)Cl)OC methyl 2-(6-(1H-imidazol-1-yl)pyridazine-3-carboxamido)-4-(2-chloro-5-(methoxycarbonyl)-4-(tetrazolo[1,5-b]pyridazine-6-carboxamido)phenethoxy)-5-methoxybenzoate